2-(3,3a,4,5,6,6a-Hexahydro-1H-cyclopenta[c]pyrrol-2-yl)-N-[(6-amino-2-pyridyl)sulfonyl]-6-(3-fluoro-5-isobutoxyphenyl)pyridin-3-carboxamid C1N(CC2C1CCC2)C2=NC(=CC=C2C(=O)NS(=O)(=O)C2=NC(=CC=C2)N)C2=CC(=CC(=C2)OCC(C)C)F